CCCC/C=C/C=C/O octadienol